5-isopropyl-2-(3-methoxy-2,6-dimethylbenzyl)-6-methylpyridazin-3(2H)-one C(C)(C)C1=CC(N(N=C1C)CC1=C(C(=CC=C1C)OC)C)=O